4-nitrophenyl (((1r,3r)-3-(5,7-difluoro-2-(4-fluorophenyl)-1H-indol-3-yl)cyclobutyl)methyl)carbamate FC=1C=C2C(=C(NC2=C(C1)F)C1=CC=C(C=C1)F)C1CC(C1)CNC(OC1=CC=C(C=C1)[N+](=O)[O-])=O